bis(tricyclohexyl-phosphine) palladium (II) [Pd+2].C1(CCCCC1)P(C1CCCCC1)C1CCCCC1.C1(CCCCC1)P(C1CCCCC1)C1CCCCC1